5-((2H-tetrazol-5-yl)methyl)-8-(benzyloxy)-[1,2,4]triazolo[1,5-a]pyridine N=1NN=NC1CC1=CC=C(C=2N1N=CN2)OCC2=CC=CC=C2